ClC=1C=CC=C2C=CC=C(C12)N1CC=2C(=C(N=C(C2CC1)N1CCN(CC1)C(=O)OC(C)(C)C)N1CCOCC1)C#N tert-butyl 4-(6-(8-chloronaphthalen-1-yl)-4-cyano-3-morpholino-5,6,7,8-tetrahydro-2,6-naphthyridin-1-yl)piperazine-1-carboxylate